9,9-bis(3-hydroxyphenanthryl)fluorene OC=1C=C(C=2C=CC3=CC=CC=C3C2C1)C1(C2=CC=CC=C2C=2C=CC=CC12)C1=CC(=CC=2C3=CC=CC=C3C=CC12)O